(R)-4-{3-[3-(6-bromoquinolin-2-yl)phenoxy]propyl}-1,3-dimethylpiperazin-2-one BrC=1C=C2C=CC(=NC2=CC1)C=1C=C(OCCCN2[C@@H](C(N(CC2)C)=O)C)C=CC1